C(=O)(OC(C)(C)C)C1=C(C=CC2=C1N=C(S2)N)[N+](=O)[O-] Boc-2-amino-5-nitrobenzo[d]thiazole